ClC=1C(=NC(=NC1)NC1CCOCC1)C1=CC=C2CN(C(C2=C1)=O)CC(=O)NCC1=CC(=CC=C1)F 2-(6-{5-chloro-2-[(oxan-4-yl)amino]pyrimidin-4-yl}-1-oxo-2,3-dihydro-1H-isoindol-2-yl)-N-[(3-fluorophenyl)methyl]acetamide